(R)-N'-((3-(3,4-difluorophenyl)-2-(trifluoromethyl)-6,7-dihydro-5H-cyclopenta[b]pyridin-4-yl)carbamoyl)-1-ethyl-4-fluoro-1H-pyrazole-3-sulfonimidamide FC=1C=C(C=CC1F)C=1C(=C2C(=NC1C(F)(F)F)CCC2)NC(=O)N=[S@](=O)(N)C2=NN(C=C2F)CC